N-methylimidazole-propionic acid CN1C(=NC=C1)CCC(=O)O